CC1=C(C(=O)O)C=C(C=C1)N1CC(C1)N1CC(N(CC1)C)=O 2-methyl-5-(3-(4-methyl-3-oxopiperazin-1-yl)azetidin-1-yl)benzoic acid